ClC=1C=NN(C(C1Cl)=O)CC(=O)NC=1C=CC(=C(C1)S(=O)(=O)N1CCC(CC1)C(=O)OC)C methyl 1-((5-(2-(4,5-dichloro-6-oxopyridazin-1(6H)-yl)acetamido)-2-methylphenyl)sulfonyl)piperidine-4-carboxylate